BrC=1C=C(C=CC1)C1=CC(=NN1)C1=CC=C(C=C1)N(C)C 5-(3-Bromophenyl)-3-[4-(dimethylamino)phenyl]-1H-pyrazole